4-(4-fluorophenyl)-5,6,7,8,9,10-hexahydrocyclooctapyridine-2(1H)-one FC1=CC=C(C=C1)C1=CC(NC2=C1CCCCCC2)=O